ClC1=CN=C2C(=N1)N(N=C2)C2COC2 6-chloro-1-(oxetan-3-yl)-1H-pyrazolo[3,4-b]pyrazine